4-isobutyl-2-(phenanthren-2-yl)-5-(trimethylgermyl)pyridine C(C(C)C)C1=CC(=NC=C1[Ge](C)(C)C)C1=CC=2C=CC3=CC=CC=C3C2C=C1